Sodium (R)-2,3-bis(tetradecanoyloxy)propyl ((2,2-dimethyl-1,3-dioxolan-4-yl)methyl) Phosphate P(=O)(OC[C@@H](COC(CCCCCCCCCCCCC)=O)OC(CCCCCCCCCCCCC)=O)(OCC1OC(OC1)(C)C)[O-].[Na+]